N-((1S,2R)-2-aminocyclohexyl)acrylamide tert-butyl-(S)-10-((4-chloro-2-oxopyridin-1(2H)-yl)methyl)-7-azaspiro[4.5]decane-7-carboxylate C(C)(C)(C)OC(=O)N1CC2(CCCC2)[C@H](CC1)CN1C(C=C(C=C1)Cl)=O.N[C@H]1[C@H](CCCC1)NC(C=C)=O